3,3-difluoro-1-(6-(2-methylimidazo[1,2-a]pyrimidin-6-yl)thieno[2,3-b]pyridin-2-yl)cyclobutyl acetate C(C)(=O)OC1(CC(C1)(F)F)C1=CC=2C(=NC(=CC2)C=2C=NC=3N(C2)C=C(N3)C)S1